(2S)-3-[3-[(3-fluoro-5-methoxy-anilino)methyl]phenyl]-2-[(3R)-pyrrolidin-3-yl]propionic acid FC=1C=C(NCC=2C=C(C=CC2)C[C@H](C(=O)O)[C@@H]2CNCC2)C=C(C1)OC